9-methyl-7-((1-methyl-1H-pyrazol-3-yl)methyl)-2-((1-((2-(trimethylsilyl)ethoxy)methyl)-1H-pyrazol-3-yl)methyl)thiazolo[3',2':1,5]pyrrolo[2,3-d]pyridazin-8(7H)-one CC1=C2N(C=3C=NN(C(C31)=O)CC3=NN(C=C3)C)C=C(S2)CC2=NN(C=C2)COCC[Si](C)(C)C